fluoroether acrylate C(C=C)(=O)O.FOF